N-((1-((2-(3,5-Dichlorophenyl)-6-((2-(piperazin-1-yl)pyrimidin-5-yl)oxy)pyridin-4-yl)methyl)piperidin-4-yl)methyl)acetamide ClC=1C=C(C=C(C1)Cl)C1=NC(=CC(=C1)CN1CCC(CC1)CNC(C)=O)OC=1C=NC(=NC1)N1CCNCC1